3-(((1S,3S)-3-((3-Chloro-2-oxo-2H-[1,3'-bipyridin]-6'-yl)amino)cyclopentyl)amino)-N-(oxetan-3-yl)-1,2,4-triazine-6-carboxamide ClC=1C(N(C=CC1)C=1C=NC(=CC1)N[C@@H]1C[C@H](CC1)NC=1N=NC(=CN1)C(=O)NC1COC1)=O